(3S)-3-(3-bromo-5-(difluoromethoxy)phenyl)-3-(2-(4-((5-fluoro-1,4,5,6-tetrahydropyrimidin-2-yl)amino)-1H-indazole-6-carboxamido)acetamido)propanoic acid BrC=1C=C(C=C(C1)OC(F)F)[C@H](CC(=O)O)NC(CNC(=O)C1=CC(=C2C=NNC2=C1)NC=1NCC(CN1)F)=O